C(C)NC=1N=CC(=C2C=C(N=CC12)C1(CC1)C(=O)N)C#CC1=NC=C(C=C1)OC (8-(ethylamino)-5-((5-methoxypyridin-2-yl)ethynyl)-2,7-naphthyridin-3-yl)cyclopropanecarboxamide